1-(5Z,8Z,11Z,14Z-eicosatetraenoyl)-2-(7Z,10Z,13Z,16Z-docosatetraenoyl)-glycero-3-phosphoserine CCCCC/C=C\C/C=C\C/C=C\C/C=C\CCCCCC(=O)O[C@H](COC(=O)CCC/C=C\C/C=C\C/C=C\C/C=C\CCCCC)COP(=O)(O)OC[C@@H](C(=O)O)N